N-[5-(2-methoxy-3-pyridyl)pyrazolo[1,5-a]pyridin-2-yl]cyclopropanecarboxamide COC1=NC=CC=C1C1=CC=2N(C=C1)N=C(C2)NC(=O)C2CC2